N,N-di(cis-4-isopropylcyclohexyl)-5-(cis-4-tert-pentylcyclohexylcarbonylamino)isophthalamide C(C)(C)[C@H]1CC[C@H](CC1)N(C(C1=CC(C(=O)N)=CC(=C1)NC(=O)[C@@H]1CC[C@@H](CC1)C(C)(C)CC)=O)[C@@H]1CC[C@@H](CC1)C(C)C